ClC=1C=C(C(=NC1)C=1CCCC2=C(C1C1=CC(=C(C=C1)CC1CN(C1)CCCF)F)C=CC(=C2)C(=O)O)C(F)(F)F 8-(5-chloro-3-(trifluoromethyl)pyridin-2-yl)-9-(3-fluoro-4-((1-(3-fluoropropyl)azetidin-3-yl)methyl)phenyl)-6,7-dihydro-5H-benzo[7]annulene-3-carboxylic acid